C(C1=CC=CC=C1)OC1=NC(=CC=C1N1N(C2=CC(=CC=C2C1=O)C1(CCN(CC1)C(=O)OC(C)(C)C)O)C)OCC1=CC=CC=C1 tert-butyl 4-[2-(2,6-dibenzyloxy-3-pyridyl)-1-methyl-3-oxo-indazol-6-yl]-4-hydroxy-piperidine-1-carboxylate